C(C(C)C)OC1=C(CNC(C2=C(N=C(C=C2)C)OC)=O)C=CC=C1 N-(2-isobutoxybenzyl)-2-methoxy-6-methylnicotinamide